ClC1=C(C=C(C=C1)C1=NN(C(=N1)CC(=O)NC1(CC1)C1=CC(=NC(=C1)C)C)CC1CC1)F 2-[3-(4-Chloro-3-fluorophenyl)-1-(cyclopropylmethyl)-1H-1,2,4-triazol-5-yl]-N-[1-(2,6-dimethylpyridin-4-yl)cyclopropyl]acetamid